C(#N)CC(=O)NC=1C=C(C=CC1)[C@@H]1C2=C(N(C([C@H]1NC(C1=CC(=CC=C1)C(F)(F)F)=O)=O)CC)N(N=C2C)C2=CC=CC=C2 |r| rac-N-((4R,5S)-4-(3-(2-cyanoacetamido)phenyl)-7-ethyl-3-methyl-6-oxo-1-phenyl-4,5,6,7-tetrahydro-1H-pyrazolo[3,4-b]pyridin-5-yl)-3-(trifluoromethyl)benzamide